2-(4-(1-(aminomethyl)-5-(difluoromethyl)-4-oxo-3,4-dihydropyrido[3,4-d]pyridazine-7-yl)-1-methyl-1H-pyrazol-5-yl)-4-chloro-6-cyclopropoxy-3-fluorobenzonitrile NCC=1C2=C(C(NN1)=O)C(=NC(=C2)C=2C=NN(C2C2=C(C#N)C(=CC(=C2F)Cl)OC2CC2)C)C(F)F